rac-3-[6-methyl-3-[3-(trifluoromethyl)phenoxy]pyridazin-4-yl]-5,6-dihydro-4H-1,2,4-oxadiazin-5-ol CC1=CC(=C(N=N1)OC1=CC(=CC=C1)C(F)(F)F)C1=NOC[C@H](N1)O |r|